C(=C)C1=C(C=CC=C1)OB(O)O (2-vinylphenyl)boric acid